N-(4-cyanobenzyl)-4-(2-fluorobenzoyl)-1H-pyrrole-2-carboxamide C(#N)C1=CC=C(CNC(=O)C=2NC=C(C2)C(C2=C(C=CC=C2)F)=O)C=C1